4-[5-[(8-fluoro-2-methyl-imidazo[1,2-a]pyridin-6-yl)carbamoyl]pyrazin-2-yl]-3,6-dihydro-2H-pyridine-1-carboxylic acid tert-butyl ester C(C)(C)(C)OC(=O)N1CCC(=CC1)C1=NC=C(N=C1)C(NC=1C=C(C=2N(C1)C=C(N2)C)F)=O